ClC=1C=C(C(=NC1)N1C(C(N(C(C1)=O)CC1=CC=C(C=C1)C)C12CC(C1)(C2)O)=O)F 1-(5-chloro-3-fluoropyridin-2-yl)-3-(3-hydroxybicyclo[1.1.1]pentan-1-yl)-4-(4-methylbenzyl)piperazine-2,5-dione